3-((7-benzyl-1-(3-hydroxypropyl)-3-methyl-2,6-dioxo-2,3,6,7-tetrahydro-1H-purin-8-yl)oxy)benzonitrile C(C1=CC=CC=C1)N1C(=NC=2N(C(N(C(C12)=O)CCCO)=O)C)OC=1C=C(C#N)C=CC1